N=1C=CN2C1C=C(C=C2)OC2=C(C=C(C=C2)NC=2C1=C(N=CN2)C=CC(=N1)OC1CCN(CC1)C(=O)OC(C)(C)C)C tert-butyl 4-((4-((4-(imidazo[1,2-a]pyridin-7-yloxy)-3-methylphenyl)amino)pyrido[3,2-d]pyrimidin-6-yl)oxy)piperidine-1-carboxylate